(2R)-2-[3-[(E)-3-(4-Cyanophenyl)-3-oxoprop-1-enyl]phenoxy]propanoic acid C(#N)C1=CC=C(C=C1)C(/C=C/C=1C=C(O[C@@H](C(=O)O)C)C=CC1)=O